4-(2-(3-amino-3-ethylazetidin-1-yl)-4-((1R,5S)-3,8-diazabicyclo[3.2.1]octan-3-yl)-8-fluoroquinazolin-7-yl)naphthalen-2-ol NC1(CN(C1)C1=NC2=C(C(=CC=C2C(=N1)N1C[C@H]2CC[C@@H](C1)N2)C2=CC(=CC1=CC=CC=C21)O)F)CC